4-(Thiazol-5-Yl)-2-(Phenylamino)Pyrimidine-5-Carbonitrile S1C=NC=C1C1=NC(=NC=C1C#N)NC1=CC=CC=C1